CS(=O)(=O)N[C@@H]1[C@@H](N(CC1)C(=O)OCC1=CC=CC=C1)CO[C@@H]1CC[C@@H](CC1)C1=CC=CC=C1 benzyl (CIS)-3-(methylsulfonamido)-2-((((CIS)-4-phenylcyclohexyl)oxy)methyl)-pyrrolidine-1-carboxylate